4-[(4-{6-chloro-2-[(1-cyclopropyl-5-methyl-1H-pyrazol-4-yl)amino]quinazolin-7-yl}piperidin-1-yl)methyl]oxan-4-ol ClC=1C=C2C=NC(=NC2=CC1C1CCN(CC1)CC1(CCOCC1)O)NC=1C=NN(C1C)C1CC1